CN1/C(=C/C2=CC=[N+](C3=CC=CC=C23)CCC[N+](CCC[N+](CCC[N+]4=CC=C(C5=CC=CC=C45)/C=C/6\\OC7=CC=CC=C7N6C)(C)C)(C)C)/OC8=CC=CC=C18.[I-].[I-].[I-].[I-] The molecule is an organic iodide salt and a cyanine dye. It has a role as a fluorochrome. It contains a YoYo-1(4+).